CC1([C@H]2CN[C@@H]([C@@H]12)C(=O)OC)C.C(C)(C)(C)N[Si](O[Si](C)(C)C)(C)C 1-t-butylamino-1,1,3,3,3-pentamethyl disiloxane methyl (1R,2S,5S)-6,6-dimethyl-3-azabicyclo[3.1.0]hexane-2-carboxylate